1,1,1,3,3,3-Hexafluoropropan-2-yl (R)-1-(((6-(trifluoromethyl)pyridin-2-yl)methyl)carbamoyl)-6-azaspiro[2.5]octan-6-carboxylat FC(C1=CC=CC(=N1)CNC(=O)[C@@H]1CC12CCN(CC2)C(=O)OC(C(F)(F)F)C(F)(F)F)(F)F